2-(2-ethoxy-2-oxoethylamino)-2-oxoethanaminium chloride [Cl-].C(C)OC(CNC(C[NH3+])=O)=O